(3,4-dimethoxyphenyl)-1-(2-hydroxy-6-methoxyphenyl)octane-1,3-dione COC=1C=C(C=CC1OC)C(C(=O)C1=C(C=CC=C1OC)O)C(CCCCC)=O